7-((4-(trifluoromethyl)benzyl)oxy)-1,2,3,4-tetrahydroisoquinoline FC(C1=CC=C(COC2=CC=C3CCNCC3=C2)C=C1)(F)F